ClC1=CC(=C2C(=N1)N(C=C2)COCC[Si](C)(C)C)OC=2C=CC(=NC2)N 5-((6-chloro-1-((2-(trimethyl-silyl)ethoxy)methyl)-1H-pyrrolo[2,3-b]pyridin-4-yl)oxy)pyridin-2-amine